N-(3,5-Dimethoxyphenyl)benzo[d]isoxazol-3-amine COC=1C=C(C=C(C1)OC)NC1=NOC2=C1C=CC=C2